BrC(C(=O)OCC)CCC(C)C ethyl 2-bromo-5-methylhexanoate